COC1=C(C(C2=CC=CC=C2C1=O)=O)\C=C(\C(=O)N(C)C)/CCC (2E)-2-[(3-methoxy-1,4-dioxo-1,4-dihydronaphthalen-2-yl)methylene]-N,N-dimethylvaleramide